ClC1=CC=C(CN2C(C(C3=CC=CC=C23)=O)=O)C=C1 1-(4-chlorobenzyl)-indoline-2,3-dione